di-(4-methylphenyl)-iodonium hexafluorophosphate F[P-](F)(F)(F)(F)F.CC1=CC=C(C=C1)[I+]C1=CC=C(C=C1)C